C12(CC(C1)C2)N2C(C(N(C=C2)CC=2SC(=NN2)C2=C(C=CC=C2)F)=O)=O 1-(bicyclo[1.1.1]pentan-1-yl)-4-((5-(2-fluorophenyl)-1,3,4-thiadiazol-2-yl)methyl)-1,4-dihydropyrazine-2,3-dione